ClCCC1C(N(C2=CC=CC=C2C1)CC1=CC=C(C=C1)OC)=O 3-(2-chloroethyl)-1-[(4-methoxyphenyl)methyl]-3,4-dihydroquinolin-2-one